N[C@H]1C2N(CC1CC2)C(=O)C2=CC1=C(N(C(=N1)C=1N(C3=CC(=CC=C3C1)C1=CC=C3CNC(C3=C1)=O)CC1CC1)C)C(=C2)OC 6-(2-{5-[(7R)-7-amino-2-azabicyclo[2.2.1]heptane-2-carbonyl]-7-methoxy-1-methyl-1H-1,3-benzodiazol-2-yl}-1-(cyclopropylmethyl)-1H-indol-6-yl)-2,3-dihydro-1H-isoindol-1-one